[Si](C)(C)(C(C)(C)C)OCC1C[C@H]([C@H](C1)O)O (1S,2R)-4-[[tert-butyl(dimethyl)silyl]oxymethyl]cyclopentane-1,2-diol